toluidine hydrochloride salt Cl.NC=1C(=CC=CC1)C